1-cyclopropyl-N-((6-(trifluoromethyl)pyridazin-3-yl)methyl)methanamine C1(CC1)CNCC=1N=NC(=CC1)C(F)(F)F